ClC1=C(C=CC=C1C1=CC(=C(C(=N1)OC)CN(C(OC(C)(C)C)=O)C[C@H]1NC(CC1)=O)F)C1=C(C(=CC=C1)B1OC(C(O1)(C)C)(C)C)Cl (S)-tert-butyl ((6-(2,2'-dichloro-3'-(4,4,5,5-tetramethyl-1,3,2-dioxaborolan-2-yl)-[1,1'-biphenyl]-3-yl)-4-fluoro-2-methoxypyridin-3-yl)methyl)((5-oxopyrrolidin-2-yl)methyl)carbamate